PENTAPHENE C1=CC=CC2=CC3=CC=C4C=C5C=CC=CC5=CC4=C3C=C12